2'-Methyl[biphenyl]-2-sulfonamide CC1=C(C=CC=C1)C=1C(=CC=CC1)S(=O)(=O)N